CC=1C=C(CN(C)C=2N=C3N(C=CC=C3)C2C(=O)NC2=CC=CC=C2)C=CC1C ((3,4-dimethylbenzyl)(methyl)amino)-N-phenylimidazo[1,2-a]pyridine-3-carboxamide